1,3,5-benzenetri-amide C1(=CC(=CC(=C1)C(=O)N)C(=O)N)C(=O)N